3-(3-Fluoroazetidin-3-yl)-7-(2-fluoro-4-{(5R)-5-[(1H-1,2,3-triazol-1-yl)methyl]-4,5-dihydro-1,2-oxazol-3-yl}phenyl)[1,2,4]triazolo[4,3-a]pyridine FC1(CNC1)C1=NN=C2N1C=CC(=C2)C2=C(C=C(C=C2)C2=NO[C@H](C2)CN2N=NC=C2)F